tetraacetyl-N-azidoacetyl-galactosamine C(C)(=O)[C@]1([C@](C(O)(O[C@@H]([C@@H]1O)CO)C(C)=O)(N(C(CN=[N+]=[N-])=O)C(C)=O)C(C)=O)O